1-Methyl-3-phenylethynyl-benzene CC1=CC(=CC=C1)C#CC1=CC=CC=C1